Methyl (R)-3-((3,3-diethyl-7-(methylthio)-1,1-dioxido-5-phenyl-2,3,4,5-tetrahydro-1,5-benzothiazepin-8-yl)oxy)-2-fluoro-2-methylpropanoate C(C)C1(CS(C2=C(N(C1)C1=CC=CC=C1)C=C(C(=C2)OC[C@@](C(=O)OC)(C)F)SC)(=O)=O)CC